(R)-N-(1-(6,7-difluoro-4-oxo-3,4-dihydrophthalazin-1-yl)ethyl)-N,1-dimethyl-1H-indole-5-carboxamide FC=1C=C2C(NN=C(C2=CC1F)[C@@H](C)N(C(=O)C=1C=C2C=CN(C2=CC1)C)C)=O